C(C1=CC=CC=C1)O[C@](C(F)(F)F)(CCCCCC[C@@H](C)O[Si](C1=CC=CC=C1)(C1=CC=CC=C1)C(C)(C)C)C1=NN=C(O1)C1=NC(=C(C=C1NC(OC(C)(C)C)=O)C(F)(F)F)SC tert-Butyl (2-(5-((2R,9R)-2-(benzyloxy)-9-((tert-butyldiphenylsilyl)oxy)-1,1,1-trifluorodecan-2-yl)-1,3,4-oxadiazol-2-yl)-6-(methylthio)-5-(trifluoromethyl)pyridin-3-yl)carbamate